[Na+].NCCNCCS(=O)(=O)[O-] 2-[(2-aminoethyl)amino]ethanesulfonic acid sodium salt